FC(C1=CC=C(C=C1)N1N=C2C=CC=CC2=C1)(F)F 2-(4-trifluoromethyl-phenyl)indazole